2-(7-(diethylamino)-4-methyl-2-oxo-2H-chromen-3-yl)ethyl ((1H-pyrazol-5-yl)methyl)carbamate N1N=CC=C1CNC(OCCC=1C(OC2=CC(=CC=C2C1C)N(CC)CC)=O)=O